C(C)(C)(C)C1=CC=C(C=C1)C=1N=C2N(C=CC=C2)C1 2-(4-tert-Butylphenyl)imidazo[1,2-a]pyridine